Cl.[2H]C1(C(NC[C@H]1CCCCCCCCCCCCCC)(C)C)[2H] (4S)-3,3-dideutero-2,2-dimethyl-4-(tridecylmethyl)pyrrolidine hydrochloride